C1OCC2C1CN(C2)C=2OC=1C(=NC(=CC1)Cl)N2 2-(1,3,3a,4,6,6a-hexahydrofuro[3,4-c]pyrrol-5-yl)-5-chloro-oxazolo[4,5-b]pyridine